C(C)(C)(C)OC(=O)N(CCCNC)C N-tert-butoxycarbonyl-N,N'-dimethyl-1,3-propanediamine